CC1=C[C@H]([C@@H](CC1)C(=C)C)C1=C(C=C(C=C1O)CCCCC)O 2-[(1R,6R)-3-methyl-6-(1-methylethenyl)-2-cyclohexene-1-yl]-5-pentyl-1,3-benzenediol